OC1(CCC(CC1)N1N=C2C=C(C(=CC2=C1)C(=O)NC1=CN=C2N1N=CC=C2)OC)C 2-(4-Hydroxy-4-methylcyclohexyl)-N-(imidazo[1,2-b]pyridazin-3-yl)-6-methoxy-2H-indazole-5-carboxamide